The molecule is the simplest delta-amino acid in which the hydrogens at the gamma position are replaced by an oxo group. It is metabolised to protoporphyrin IX, a photoactive compound which accumulates in the skin. Used (in the form of the hydrochloride salt)in combination with blue light illumination for the treatment of minimally to moderately thick actinic keratosis of the face or scalp. It has a role as a photosensitizing agent, an antineoplastic agent, a dermatologic drug, a prodrug, a plant metabolite, a human metabolite, a Saccharomyces cerevisiae metabolite, an Escherichia coli metabolite and a mouse metabolite. It is a delta-amino acid and a 4-oxo monocarboxylic acid. It derives from a 4-oxopentanoic acid. It is a conjugate base of a 5-ammoniolevulinic acid. It is a conjugate acid of a 5-aminolevulinate. It is a tautomer of a 5-ammoniolevulinate. C(CC(=O)O)C(=O)CN